ClC1=NC=CC=C1S(=O)(=O)N(COCC[Si](C)(C)C)C1=NC=C(N=C1OC)C 2-chloro-N-(3-methoxy-5-methylpyrazin-2-yl)-N-((2-(trimethylsilyl)ethoxy)methyl)pyridine-3-sulphonamide